2-amino-N-((3-fluoro-2-pyridinyl)methyl)-3-methyl-N-((5-(trifluoromethyl)-2-pyridinyl)methyl)-1,7-naphthyridine-6-carboxamide NC1=NC2=CN=C(C=C2C=C1C)C(=O)N(CC1=NC=C(C=C1)C(F)(F)F)CC1=NC=CC=C1F